resorcinol-d6 C1(O[2H])=C(C(O[2H])=C(C(=C1[2H])[2H])[2H])[2H]